C(CCC)C1OC=CC1 Butyldihydrofuran